4-[(5-Cyano-2-pyridyl)amino]-N-[(4-methoxyphenyl)methyl]-N-methyl-3-(1-methylimidazol-4-yl)benzenesulfonamide C(#N)C=1C=CC(=NC1)NC1=C(C=C(C=C1)S(=O)(=O)N(C)CC1=CC=C(C=C1)OC)C=1N=CN(C1)C